C(C)(C)(C)C=1C(=CC(=C(C1)C(CCCC(C1=C(C=C(C(=C1)C(C)(C)C)O)C)C1=C(C=C(C(=C1)C(C)(C)C)O)C)C1=C(C=C(C(=C1)C(C)(C)C)O)C)C)O 1,1,5,5-Tetra(5-tert-butyl-4-hydroxy-2-methylphenyl)-pentan